C1(=CC=C(C=C1)N(C1=CC=C(C=C1)C1=CC=C(C=C1)C1=C2C(=C3N(C4=CC=CC=C4C3=C1)C1=CC=CC=C1)N(C=1C=CC=CC12)C1=CC=CC=C1)C1=CC=C(C=C1)C1=CC=CC=C1)C1=CC=CC=C1 5-[4'-bis(biphenyl-4-yl)aminobiphenyl-4-yl]-11,12-diphenylindolo[2,3-a]carbazole